3-fluoropyridine-4-carboxylic acid (2',5'-dimethoxybiphenyl-4-yl) amide COC1=C(C=C(C=C1)OC)C1=CC=C(C=C1)NC(=O)C1=C(C=NC=C1)F